CN1N=C(N=C1)C1=CC(=C(N)C=C1)OC(F)(F)F 4-(1-methyl-1H-1,2,4-triazol-3-yl)-2-(trifluoromethoxy)aniline